1-propane-sulphonic acid C(CC)S(=O)(=O)O